(S)-N-(4-(benzylsulfanyl)phenyl)-2-(methylamino)-3-phenylpropanamide hydrochloride Cl.C(C1=CC=CC=C1)SC1=CC=C(C=C1)NC([C@H](CC1=CC=CC=C1)NC)=O